4-[5-(4-fluorophenyl)-1H-pyrazol-3-yl]benzoic acid methyl ester COC(C1=CC=C(C=C1)C1=NNC(=C1)C1=CC=C(C=C1)F)=O